3-[4-[[4-(methylamino)-1-piperidinyl]methyl]anilino]piperidine-2,6-dione CNC1CCN(CC1)CC1=CC=C(NC2C(NC(CC2)=O)=O)C=C1